2-(6-(1-((1s,3s)-3-aminocyclobutyl)vinyl)-1,2,4-triazin-3-yl)-5-(1H-imidazol-1-yl)phenol NC1CC(C1)C(=C)C1=CN=C(N=N1)C1=C(C=C(C=C1)N1C=NC=C1)O